4-[[5-(4-chloro-2-fluoro-anilino)-4-methyl-3-pyridyl]methyl]pyrimidin-2-ol ClC1=CC(=C(NC=2C(=C(C=NC2)CC2=NC(=NC=C2)O)C)C=C1)F